FC(C=1C=C(C=C(C1)C(F)(F)F)P(C1=CC(=CC(=C1)C(F)(F)F)C(F)(F)F)C1=CC(=CC(=C1)C(F)(F)F)C(F)(F)F)(F)F tris[3,5-bis(trifluoromethyl)phenyl]phosphine